C(C)OC(=O)C1OC2=CC(=CC=C2CC1)O 7-Hydroxychroman-2-carboxylic acid ethyl ester